ClC1=CC=C(C=C1)N1CCN(CC1)CC=1C=C2C(N(C(C2=CC1)=O)N1C(NC(CC1)=O)=O)=O 5-((4-(4-chlorophenyl)piperazin-1-yl)methyl)-2-(2,4-dioxotetrahydropyrimidin-1(2H)-yl)isoindoline-1,3-dione